C(#N)C=1C(=CC2=C(N=C(N=C2)NC)N1)C=1C=C(C=CC1C)NC(=O)C1=CC(=NC=C1)C(F)(F)F N-[3-[7-cyano-2-(methylamino)pyrido[2,3-d]pyrimidin-6-yl]-4-methylphenyl]-2-(trifluoromethyl)pyridine-4-carboxamide